ClP1OCCCO1 2-chloro-1,3,2-dioxaphosphorinane